1-(3-bromophenyl)-3-(pyridin-3-yl)quinazoline-2,4(1H,3H)-dione BrC=1C=C(C=CC1)N1C(N(C(C2=CC=CC=C12)=O)C=1C=NC=CC1)=O